N1C=CC=C(C2=C1C=CC=C2)N [1]Benzazepine-5-amine